(R)-2-(1-aminoethyl)-4-fluorophenol N[C@H](C)C1=C(C=CC(=C1)F)O